N-(3-(4,6-dimethylpyrimidin-5-yl)-4-(2-((2-methoxyethyl)(methyl)amino)ethoxy)phenyl)-3-methoxybenzamide CC1=NC=NC(=C1C=1C=C(C=CC1OCCN(C)CCOC)NC(C1=CC(=CC=C1)OC)=O)C